FC1=C(C=CC(=C1)O)CC(=O)O 2-(2-fluoro-4-hydroxyphenyl)acetic acid